FC1=CC=C(C=C1)P(C=1[C-](C=CC1)[C@@H](C)P(C(C)(C)C)C(C)(C)C)C1=CC=C(C=C1)F.[CH-]1C=CC=C1.[Fe+2] (R)-1-[(S)-2-[bis-(4-fluorophenyl)phosphino]ferrocenyl]ethyl-di-t-butylphosphine